tetranonyl-ammonium C(CCCCCCCC)[N+](CCCCCCCCC)(CCCCCCCCC)CCCCCCCCC